7-(3-ethoxy-5-fluorophenyl)-8-methyl-5,6,7,8-tetrahydro-2,7-naphthyridine-3-carboxylic acid ethyl ester C(C)OC(=O)C=1N=CC=2C(N(CCC2C1)C1=CC(=CC(=C1)F)OCC)C